COC1=CC=C(C=N1)C1CC2(OCCO2)CCC1=O 7-(6-methoxypyridin-3-yl)-1,4-dioxaspiro[4.5]decan-8-one